C(C=C)N1N=C(C=C1C=C)[N+](=O)[O-] 1-allyl-3-nitro-5-vinyl-1H-pyrazole